(5-cyclopropyltetrazol-2-yl)sodium C1(CC1)C=1N=NN(N1)[Na]